3-Ethoxy-5-{6-[2-(4,5,7-trifluoro-2-methyl-indol-1-yl)-ethylamino]-pyrimidin-4-yl}-thiophen C(C)OC1=CSC(=C1)C1=NC=NC(=C1)NCCN1C(=CC2=C(C(=CC(=C12)F)F)F)C